[Na+].C(C(=C)C)(=O)[O-] Methacrylic acid sodium salt